C1(=CC=CC=C1)[C@@H]1CCC2=NN(C(N21)=O)C2CCNCC2 (S)-5-phenyl-2-(piperidin-4-yl)-2,5,6,7-tetrahydro-3H-pyrrolo[2,1-c][1,2,4]triazol-3-one